C(C)(C)(C)OC(NCC1CCN(CC1)CC=1N=CSC1)=O N-[[1-(thiazol-4-ylmethyl)-4-piperidinyl]methyl]carbamic acid tert-butyl ester